CS(=O)(=O)N1CC2(C1)C(NCCC2)=O 2-(methylsulfonyl)-2,6-diazaspiro[3.5]nonan-5-one